OC[C@H](C1=CC=CC=C1)NC1=NC(=NC=C1C1=NC(=NO1)C12CCN(CC1)CC2)NC=2C=C1C(N(C(C1=CC2)=O)CC2=CC=C(C=C2)OC)(C)C (S)-5-((4-((2-hydroxy-1-phenylethyl)amino)-5-(3-(quinuclidin-4-yl)-1,2,4-oxadiazol-5-yl)pyrimidin-2-yl)amino)-2-(4-methoxybenzyl)-3,3-dimethylisoindolin-1-one